C12C(C3C=CC(CC31)C2)=O tricyclo[4.2.1.03,8]Non-4-en-2-one